Cl.COC(CC1C(CNCC1)(F)F)=O 2-(3,3-Difluoropiperidin-4-yl)acetic acid methyl ester hydrochloride